O1CCC(CC1)C(C)(C)N1CCC(CC1)CC1=CC=2N(C=C1)N=CC2N2C(NC(CC2)=O)=O 1-(5-((1-(2-(tetrahydro-2H-pyran-4-yl)propan-2-yl)piperidin-4-yl)methyl)pyrazolo[1,5-a]pyridin-3-yl)dihydropyrimidine-2,4(1H,3H)-dione